N1(CCC1)CC1=C(CNC2=C(C(=C(C(=C2)F)S(=O)(=O)NC=2N=CSC2)F)Cl)C=CC=C1F 4-((2-(azetidin-1-ylmethyl)-3-fluorobenzyl)amino)-3-chloro-2,6-difluoro-N-(thiazol-4-yl)benzenesulfonamide